2-Fluorobenzoic acid [3-(1-ethyl-8-oxo-spiro[6,7-dihydro-4H-pyrazolo[3,4-c]azepin-5,4'-tetrahydropyran]-3-yl)-2,2-dimethyl-propyl] ester C(C)N1N=C(C2=C1C(NCC1(CCOCC1)C2)=O)CC(COC(C2=C(C=CC=C2)F)=O)(C)C